3-{[(tert-butoxy) carbonyl] [2-(4-{[(3-fluoropyridin-2-yl) methyl] carbamoyl}-1,3-thiazol-2-yl) ethyl] amino}-2,2-dimethylpropionate C(C)(C)(C)OC(=O)N(CC(C(=O)[O-])(C)C)CCC=1SC=C(N1)C(NCC1=NC=CC=C1F)=O